2-[1-[(6-chloropyridin-3-yl)methyl]-5-oxopyrrolidin-2-yl]-N-(1-methyl-1H-1,2,4-triazole-5-yl)acetamide ClC1=CC=C(C=N1)CN1C(CCC1=O)CC(=O)NC1=NC=NN1C